F[C@@H]1[C@H](C1)C1=NC(=NO1)C=1C=CC(=C(C1)NC(=O)C1=CN=C2C=C3C(OCC3=CN12)C)C N-[5-[5-[(1R,2S)-2-fluorocyclopropyl]-1,2,4-oxadiazol-3-yl]-2-methyl-phenyl]-6-methyl-5-oxa-1,10-diazatricyclo[7.3.0.03,7]dodeca-2,7,9,11-tetraene-12-carboxamide